(2S)-2-amino-3-(4-(2-amino-6-((R)-1-(2-(benzofuran-3-yl)-4-chlorophenyl)-2,2,2-trifluoroethoxy)pyrimidine-4-yl)cyclohex-3-ene-1-yl)propionic acid hydrochloride Cl.N[C@H](C(=O)O)CC1CC=C(CC1)C1=NC(=NC(=C1)O[C@@H](C(F)(F)F)C1=C(C=C(C=C1)Cl)C1=COC2=C1C=CC=C2)N